2-(2,3-dimethyl-3-(trimethylsiloxy)butylsulfonyl)benzothiazole bis[4-(vinyloxy)butyl]1,6-hexanediylbiscarbamate C(=C)OCCCCN(C(O)=O)CCCCCCN(C(O)=O)CCCCOC=C.CC(CS(=O)(=O)C=1SC2=C(N1)C=CC=C2)C(C)(O[Si](C)(C)C)C